3,5-dimethyl-dihydro-2(3H)furanone CC1C(OC(C1)C)=O